P(=O)(OCCC(C(C(C(C(C(F)(F)F)(F)F)(F)F)(F)F)(F)F)(F)F)(OCCC(C(C(C(C(C(F)(F)F)(F)F)(F)F)(F)F)(F)F)(F)F)[O-] bis(2-(perfluorohexyl) ethyl) phosphate